C(#N)CCC(=O)N1CC(C(=CC1)C1=C2C(=NC(=C1)NC(=O)C1CC1)NC=C2)CC N-(4-(1-(3-cyanopropionyl)-3-ethyl-1,2,3,6-tetrahydropyridin-4-yl)-1H-pyrrolo[2,3-b]pyridin-6-yl)cyclopropylcarboxamide